C=C1[C@@H](O[C@@H]([C@H]1O)CO)N1C(=O)N=C(N)C=C1 2'-deoxy-2'-methylenecytidine